C1(CCCCC1)NC=1C2=C(N=C(N1)NC1=C(C=C(C=C1)S(=O)(=O)C)OC)NC=C2 N4-cyclohexyl-N2-(2-methoxy-4-(methylsulfonyl)phenyl)-7H-pyrrolo[2,3-d]pyrimidine-2,4-diamine